C(C)(C)(C)OC(=O)N[C@H]([C@@H](C)OCC1=CC=C2C=CC(=CC2=C1)CCC(=O)OCC)CCC(N)=O ethyl 3-[7-([[(2R,3S)-3-[(tert-butoxycarbonyl) amino]-5-carbamoylpentan-2-yl]oxy]methyl) naphthalen-2-yl]propanoate